1,2-dimethylene-benzene C=C1C(C=CC=C1)=C